2-((1-(9,10-dioxo-9,10-dihydroanthracene-2-carbonyl)piperidin-4-yl)sulfonyl)acetic acid O=C1C2=CC=CC=C2C(C=2C=CC(=CC12)C(=O)N1CCC(CC1)S(=O)(=O)CC(=O)O)=O